FC1=C(C=CC=2[C@@H](C3=C(SCC21)C=CC=C3)N3N2C(C(N1[C@H]3COCC1)=O)=C(C(C=C2)=O)O)F 12-[(11S)-7,8-difluoro-6,11-dihydrodibenzo[b,e]thiepin-11-yl]-3,4,12,12a-tetrahydro-7-hydroxy-(12aR)1H-[1,4]Oxazino[3,4-c]pyrido[2,1-f][1,2,4]triazine-6,8-dione